di(methyl)iso-propyl(iso-propoxy)silane C[Si](OC(C)C)(C(C)C)C